dimethyloctadecyl-[3-(trimethoxysilyl)propyl]ammonium iodide [I-].C[N+](CCC[Si](OC)(OC)OC)(CCCCCCCCCCCCCCCCCC)C